BrC1=CC2=CN(N=C2C=C1OC)C1CCC(CC1)(O)C 4-(5-bromo-6-methoxy-2H-indazol-2-yl)-1-methylcyclohexan-1-ol